N1(CCCCC1)C=1C=C(C=O)C=CC1 3-(1-piperidinyl)benzaldehyde